NC1=C(C2=C(S1)C(CC21CNC1)C)C#N 2-amino-6-methyl-spiro[5,6-dihydrocyclopenta[b]thiophene-4,3'-azetidine]-3-carbonitrile